(3S,5S)-5-fluoro-1-(5-methylpyrazin-2-yl)piperidin-3-amine F[C@H]1C[C@@H](CN(C1)C1=NC=C(N=C1)C)N